C(C)(C)NCCN1CCNCC1 1-(2-isopropylaminoethyl)piperazine